O1C2=C(C=C1)C=1C=CC=CC1C1=CC=CC=C12 phenanthro[9,10-B]furan